5-(8-(4,6-dichloro-1-methyl-1H-benzo[d]imidazol-5-yl)indolizine-3-carbonyl)-2-((2,4-dimethoxybenzyl)amino)benzonitrile ClC1=C(C(=CC=2N(C=NC21)C)Cl)C2=CC=CN1C(=CC=C21)C(=O)C=2C=CC(=C(C#N)C2)NCC2=C(C=C(C=C2)OC)OC